tert-butyl 3-(7-chloro-5,6-dimethyl-9H-carbazol-3-yl)azetidine-1-carboxylate ClC1=C(C(=C2C=3C=C(C=CC3NC2=C1)C1CN(C1)C(=O)OC(C)(C)C)C)C